BrCCC1CO1 2-(2-bromoethyl) ethylene oxide